Racemic-3-(isoquinolin-4-yl)-1-(4-methylpyrimidin-2-yl)-2-oxoimidazoline-4-carbonitrile C1=NC=C(C2=CC=CC=C12)N1C(N(C[C@@H]1C#N)C1=NC=CC(=N1)C)=O |r|